2-methyl-propane-2-sulfinic acid (1,2-difluoro-5,11-dihydro-10-thia-dibenzo[a,d]cyclohepten-5-yl)-amide FC1=C(C=CC=2C(C3=C(SCC21)C=CC=C3)NS(=O)C(C)(C)C)F